OCCN(C(\C=C/C(=O)NCCOCCN(C)C)=O)CCO (2Z)-N,N-bis(2-hydroxyethyl)-4-[(6-methyl-6-aza-3-oxahept-1-yl)amino]-4-oxobut-2-enamide